4-hydroxyphenylazopyridine OC1=CC=C(C=C1)C=1C(=NC=CC1)N=NC1=NC=CC=C1